CC1([C@H](CC2=CC=CC=C12)NC=1C=CC(=NC1)[C@@H](C(F)(F)F)N(C(=O)C1N(CC(NC1)=O)C)C)C N-((S)-1-(5-(((S)-1,1-Dimethyl-2,3-dihydro-1H-inden-2-yl)amino)pyridin-2-yl)-2,2,2-trifluoroethyl)-N,1-dimethyl-5-oxopiperazine-2-carboxamide